[Na+].C(CCCCCCCCCCCCC)(=O)N[C@@H](CCC(=O)[O-])C(=O)[O-].[Na+] N-myristoyl-L-glutamate Sodium